8-bromo-3,6-dimethyl-2-(1-piperidyl)chromen-4-one BrC=1C=C(C=C2C(C(=C(OC12)N1CCCCC1)C)=O)C